ClC1=C(C=NN1C1CCN(CC1)S(=O)(=O)C)N 5-chloro-1-(1-(methylsulfonyl)piperidin-4-yl)-1H-pyrazol-4-amine